butyl ((S)-2-((4-((((1-(methylamino)cyclobutyl)methyl)amino)methyl)pyridin-2-yl)amino)-1-((1r,4S)-4-methylcyclohexyl)-2-oxoethyl)carbamate CNC1(CCC1)CNCC1=CC(=NC=C1)NC([C@H](C1CCC(CC1)C)NC(OCCCC)=O)=O